indenyl-diethoxytitanium(IV) chloride C1(C=CC2=CC=CC=C12)[Ti](OCC)(OCC)Cl